((R)-1-(5-cyclopropyl-1,3,4-oxadiazol-2-yl)ethyl)-4-(5-(5-fluoro-2-methoxypyridin-4-yl)-1H-pyrazole-3-carbonyl)-4-azaspiro[2.5]octane-7-carboxamide C1(CC1)C1=NN=C(O1)[C@H](C)C1CC12N(CCC(C2)C(=O)N)C(=O)C2=NNC(=C2)C2=CC(=NC=C2F)OC